2,4,6-triethoxyphenol C(C)OC1=C(C(=CC(=C1)OCC)OCC)O